C[C@@]12[C@H](CN(C1)C(=O)OCC1=CC=C(C=C1)OC(F)(F)F)CN(C2)C(=O)OC(C)(C)C trans-2-tert-Butyl 5-(4-(trifluoromethoxy)benzyl) 3a-methyltetrahydropyrrolo[3,4-c]pyrrole-2,5(1H,3H)-dicarboxylate